Cl.CN1C(N(C2=C1C=C(C=C2)C2=CC=C(C=C2)N2CCNCC2)N2C(CCCC2=O)=O)=O (3-methyl-2-oxo-5-(4-(piperazin-1-yl)phenyl)-2,3-dihydro-1H-benzo[d]imidazol-1-yl)piperidine-2,6-dione hydrochloride